N-{3-[5-(1,3-dioxolan-2-yl)-6'-(3-methoxyoxolan-3-yl)-[2,4'-bipyridin]-2'-yl]-1-methylpyrrolo[2,3-c]pyridin-5-yl}acetamide O1C(OCC1)C=1C=CC(=NC1)C1=CC(=NC(=C1)C1(COCC1)OC)C1=CN(C2=CN=C(C=C21)NC(C)=O)C